ClC=1C=C(C(=O)N2CC=3N(CC2)C(N(C3C(=O)NCC3=CC2=C(NC(N2)=O)C=C3)C3=CC=C(C=C3)OC)=O)C=CC1Cl 7-(3,4-dichlorobenzoyl)-2-(4-methoxyphenyl)-3-oxo-N-[(2-oxo-1,3-dihydrobenzimidazol-5-yl)methyl]-6,8-dihydro-5H-imidazo[1,5-a]pyrazine-1-carboxamide